NCCOCCOCCOCCNC(=O)NC1=CC=C(C=C1)NC(=O)N[C@H](CC(=O)O)C1=CC(=CC=C1)NS(=O)(=O)C1=CC(=CC=C1)NC(NCCC)=O (3R)-3-{[(4-{[(2-{2-[2-(2-aminoethoxy)ethoxy]ethoxy}ethyl)carbamoyl]amino}phenyl)carbamoyl]amino}-3-[3-({3-[(propylcarbamoyl)amino]benzene-1-sulfonyl}amino)phenyl]propanoic acid